OC=1C=CC(=C2C=CC=NC12)N=NC1=CC=C(C=C1)S(=O)(=O)O 4-(8-hydroxy-5-quinolyl-azo)benzenesulfonic acid